methyl 5-methyl-6-(piperidin-4-yl)-5H-pyrrolo[2,3-b]pyrazine-2-carboxylate hydrochloride Cl.CN1C(=CC=2C1=NC=C(N2)C(=O)OC)C2CCNCC2